tert-butyl (2S,3S)-2-[(3-bromophenyl)methyl]-3-{[(2S)-oxolane-2-carbonyl]amino}pyrrolidine-1-carboxylate BrC=1C=C(C=CC1)C[C@@H]1N(CC[C@@H]1NC(=O)[C@H]1OCCC1)C(=O)OC(C)(C)C